CN(CC(=O)O)C1=NC2=CC=C(C=C2C(=C1)C1=CC=CC=C1)CCC=1C=NC=CC1 2-[methyl({4-phenyl-6-[2-(pyridin-3-yl)ethyl]quinolin-2-yl})amino]acetic acid